OC1=CC=C(C=C2C(N(C(S2)=NN=C2C(NC3=CC=C(C=C23)Br)=O)C2=C(C=CC=C2C)C)=O)C=C1 3-(2-(5-(4-hydroxybenzylidene)-3-(2,6-dimethylphenyl)-4-oxothiazolidin-2-ylidene)hydrazono)-5-bromoindol-2-one